N-{(S)-(4,4-Difluorocyclohexyl)[3-(4-hydroxypiperidin-2-yl)imidazo[1,2-b][1,2,4]triazin-6-yl]methyl}-4-methyl-1,2,5-oxadiazole-3-carboxamide hydrochloride Cl.FC1(CCC(CC1)[C@H](NC(=O)C1=NON=C1C)C=1N=C2N(N=CC(=N2)C2NCCC(C2)O)C1)F